1-(2-(methoxymethoxy)ethyl)-3-methyl-5-nitro-1H-indazole COCOCCN1N=C(C2=CC(=CC=C12)[N+](=O)[O-])C